CN1C=C(C2=CC=CC=C12)C1=NC(=NC=C1)C1=C(C(=CC(=C1N)SC)N)N (4-(1-methyl-1H-indol-3-yl)pyrimidin-2-yl)-5-(methylthio)benzene-1,2,4-triamine